tert-butyl 6-((N-(tert-butoxycarbonyl)sulfamoyl)(cyclobutyl)amino)-2-azaspiro[3.3]heptane-2-carboxylate C(C)(C)(C)OC(=O)NS(=O)(=O)N(C1CC2(CN(C2)C(=O)OC(C)(C)C)C1)C1CCC1